4-(8-azabicyclo[3.2.1]oct-3-yl)-7-chloro-1-methyl-1,4-dihydropyrido[2,3-b]pyrazine-2,3-dione dihydrochloride Cl.Cl.C12CC(CC(CC1)N2)N2C1=C(N(C(C2=O)=O)C)C=C(C=N1)Cl